C(C(C)C)C1CCC(CC1)NC(=O)CC(C(CC(=O)NC1CCC(CC1)CC(C)C)C(=O)NC1CCC(CC1)CC(C)C)C(=O)NC1CCC(CC1)CC(C)C 1,2,3,4-butanetetracarboxylic acid tetrakis(4-isobutylcyclohexylamide)